O1COC2=C1C=CC(=C2)C(C=2C(=NC=CC2)O)C2=CC1=C(OCO1)C=C2 3-(bis(benzo[d][1,3]dioxol-5-yl)methyl)pyridin-2-ol